CC(=O)N[C@@H]1[C@H](C[C@@](O[C@H]1[C@@H]([C@@H](CO)O)O)(C(=O)O)O[C@H]2[C@H]([C@H](O[C@H]([C@@H]2O)O[C@@H]3[C@H](O[C@H]([C@@H]([C@H]3O)NC(=O)C)O[C@@H]4[C@H]([C@@H](O[C@@H]([C@@H]4O[C@H]5[C@@H]([C@H]([C@@H]([C@H](O5)CO)O[C@H]6[C@@H]([C@H]([C@H]([C@H](O6)CO)O[C@H]7[C@@H]([C@H]([C@@H]([C@H](O7)CO)O)O)O)O[C@H]8[C@@H]([C@H]([C@@H]([C@H](O8)CO)O[C@H]9[C@@H]([C@H]([C@H]([C@H](O9)CO)O)O[C@@]1(C[C@@H]([C@H]([C@@H](O1)[C@@H]([C@@H](CO)O)O)NC(=O)C)O)C(=O)O)O)O)NC(=O)C)O)O)O)CO)O)O)CO)CO)O)O The molecule is a ten-membered branched glucosamine oligosaccharide consisting of two N-acetyl-alpha-neuraminyl-(2->3)-beta-D-galactosyl-(1->4)-N-acetyl-beta-D-glucosaminyl-(1->3)-[beta-D-glucosyl-(1->4)]-beta-D-galactose units connected via a beta-(1->4) linkage from the galactose of one unit to the glucose of the other. It is a glucosamine oligosaccharide and an amino decasaccharide.